FC(C1=CC=C(C=C1)C1=NN=C(O1)NC(C1=CC=C(C=C1)SC(F)(F)F)=O)(F)F N-(5-(4-(trifluoromethyl)phenyl)-1,3,4-oxadiazol-2-yl)-4-((trifluoromethyl)thio)benzamide